tert-butyl(2-(4-(((2S,4R)-2-methyl-1-propionyl-1,2,3,4-tetrahydroquinolin-4-yl)amino)phenoxy)ethyl)carbamate C(C)(C)(C)OC(NCCOC1=CC=C(C=C1)N[C@@H]1C[C@@H](N(C2=CC=CC=C12)C(CC)=O)C)=O